(S)-3-amino-2-(4-bromo-2-fluorophenyl)-1-(4-((5R,7S)-7-hydroxy-5-methyl-6,7-dihydro-5H-cyclopenta[d]pyrimidin-4-yl)piperazin-1-yl)propan-1-one NC[C@@H](C(=O)N1CCN(CC1)C=1C2=C(N=CN1)[C@H](C[C@H]2C)O)C2=C(C=C(C=C2)Br)F